2-bromo-6-(3-methoxypropylamino)pyridine BrC1=NC(=CC=C1)NCCCOC